ClC1=NC(=CN=C1)OC1=C(C=C(C=C1)Cl)F 2-chloro-6-(4-chloro-2-fluoro-phenoxy)pyrazine